C(C)(C)(C)C=1NC=2N(C(C1)=O)N=CC2C2=CC=C(C=C2)NC(=O)C=2NC=C(C2)Cl N-(4-(5-(tert-butyl)-7-oxo-4,7-dihydropyrazolo[1,5-a]pyrimidin-3-yl)phenyl)-4-chloro-1H-pyrrole-2-carboxamide